NC=1C=NC(=C(C(=O)OC(C)(C)C)C1)NC1CCCCC1 tert-butyl 5-amino-2-(cyclohexylamino)nicotinate